N-[3-(3-cyanopyrazolo[1,5-a]pyrimidin-7-yl)phenyl]-N-ethylacetamide C(#N)C=1C=NN2C1N=CC=C2C=2C=C(C=CC2)N(C(C)=O)CC